1-(3-Sulfopropyl)-pyridinium S(=O)(=O)(O)CCC[N+]1=CC=CC=C1